O=C1NC(CCC1N1C(C2=CC=CC(=C2C1=O)CCCOCCC(=O)O)=O)=O 3-(3-(2-(2,6-dioxopiperidin-3-yl)-1,3-dioxoisoindolin-4-yl)propoxy)propanoic acid